7-(3-(2'-fluoro-3,6-dihydro-[4,4'-bipyridine]-1(2H)-yl)propyl)-1,6-naphthyridin-5(6H)-one FC1=NC=CC(=C1)C=1CCN(CC1)CCCC=1NC(C=2C=CC=NC2C1)=O